(4-fluorophenyl)cyclopropane-1,1-dicarboxamide FC1=CC=C(C=C1)C1C(C1)(C(=O)N)C(=O)N